ICCOCCOC=1C=C(C=CC1)CC(=O)OC(C)(C)C tert-butyl 2-{3-[2-(2-iodoethoxy)ethoxy]phenyl}acetate